2-(1-(3-Bromo-4-((1-(pyrimidin-2-ylmethyl)piperidin-4-yl)methoxy)phenyl)-2,2-difluoro-2-(phenylsulfonyl)ethyl)isoindoline BrC=1C=C(C=CC1OCC1CCN(CC1)CC1=NC=CC=N1)C(C(S(=O)(=O)C1=CC=CC=C1)(F)F)N1CC2=CC=CC=C2C1